CC1=C(C=CC(=C1)OC=1C=NC(=CC1)C)N1C2=C(SC=3N=CC=C(NC1=O)C32)C(=O)N (2-methyl-4-((6-methylpyridin-3-yl)oxy)phenyl)-4-oxo-4,5-dihydro-3H-1-thia-3,5,8-triazaacenaphthylene-2-carboxamide